COC1=NN=CN1 3-methoxy-4H-1,2,4-triazole